(2-bromo-4-fluorophenyl)-5-oxaspiro[2.5]octane BrC1=C(C=CC(=C1)F)C1CC12COCCC2